[N+](=[N-])=C1C(C2=CC=C(C=C2C12C1=CC=CC=C1OC=1C=CC=CC21)C(=O)N)=O 2-diazo-3-oxo-2,3-dihydrospiro[indene-1,9'-xanthene]-6-carboxamide